(2-pyridyl)methyl-2-(2-pyridyl)ethylamine N1=C(C=CC=C1)CNCCC1=NC=CC=C1